ClC=1NC2=CC=C(C=C2C1C=O)OC(F)(F)F 2-chloro-5-(trifluoromethoxy)-1H-indole-3-carbaldehyde